1-(4-((3R,5R,8R,9R,10S,13R,14S,17R)-3-hydroxy-3,13-dimethylhexadecahydro-1H-cyclopenta[a]phenanthren-17-yl)-2-methyl-3-oxobutan-2-yl)-1H-pyrazole-4-carbonitrile O[C@@]1(CC[C@@H]2[C@H]3CC[C@@]4([C@H](CC[C@H]4[C@@H]3CC[C@@H]2C1)CC(C(C)(C)N1N=CC(=C1)C#N)=O)C)C